I\C=C/C1=CC=CC=C1 (Z)-2-iodovinylbenzene